C1(CC1)N1CCC(CC1)(O)C1=C2C(=NC(=C1)N1[C@@H](COCC1)C)C(=NS2)C2=CC(=NN2)C 1-cyclopropyl-4-[3-(3-methyl-1H-pyrazol-5-yl)-5-[(3R)-3-methylmorpholin-4-yl]-[1,2]thiazolo[4,5-b]pyridin-7-yl]piperidin-4-ol